ClC1=C(C(=O)N[C@H](C(=O)O)CC2=CC=C(C=C2)N2C(C3(C4=CC=C(C=C24)F)CC3)=O)C(=CC=C1)Cl (S)-2-(2,6-dichlorobenzoylamino)-3-(4-(6'-fluoro-2'-oxospiro[cyclopropane-1,3'-indoline]-1'-yl)phenyl)propionic acid